2-(4-bromo-1H-imidazol-1-yl)pyridine BrC=1N=CN(C1)C1=NC=CC=C1